N[C@H](C)C=1C=C(C=C2C(N(C(=NC12)C=1C=NC(=NC1)C)C)=O)C 8-[(R)-1-aminoethyl]-3-methyl-6-methyl-2-(2-methyl-5-pyrimidinyl)-4(3H)-quinazolinone